2-[3-bromo-5-(trifluoromethyl)-2-pyridyl]propanedinitrile BrC=1C(=NC=C(C1)C(F)(F)F)C(C#N)C#N